C1(CC1)C=1NC(=NN1)C1CC2(CN(C2)C(=O)N2CC3(C2)CN(C3)CC3=CC=C(C=C3)S(=O)(=O)C)C1 [6-(5-cyclopropyl-4H-1,2,4-triazol-3-yl)-2-azaspiro[3.3]heptan-2-yl]-[6-[(4-methylsulfonylphenyl)methyl]-2,6-diazaspiro[3.3]heptan-2-yl]methanone